CN(C(C[C@H](N)C(=O)O)=O)C N4,N4-dimethylasparagine